bisaminopropylpiperazine NCCCN1CCN(CC1)CCCN